N[C@H]1CN(CCC1)C(=O)C1=CC2=C(N(C(=N2)C=2N(C3=CC=CC=C3C2)CC)C)C(=C1)Br (R)-(3-Aminopiperidin-1-yl)(7-bromo-2-(1-ethyl-1H-indol-2-yl)-1-methyl-1H-benzo[d]imidazol-5-yl)methanone